CC1(CCC1)NC(CN1CC2(C1)CCC2)=O 2-[2-[(1-methylcyclobutyl)amino]-2-oxo-ethyl]-2-azaspiro[3.3]heptan